P(=O)(OCCCCOP(=O)([O-])[O-])([O-])[O-] Tetramethylene bis-phosphate